NC(NCCC[C@H](NC([C@@H](NC(COCCOCCOCC)=O)C(C)C)=O)C(NC1=CC=C(C=C1)CBr)=O)=O (6S,9S)-1-amino-6-((4-(bromomethyl)phenyl)carbamoyl)-9-isopropyl-1,8,11-trioxo-13,16,19-trioxa-2,7,10-triazaheneicosane